iron titanium phosphorus [P].[Ti].[Fe]